tert-butyl (S)-3-((tert-butoxycarbonyl)amino)-3-formylazepane-1-carboxylate C(C)(C)(C)OC(=O)N[C@@]1(CN(CCCC1)C(=O)OC(C)(C)C)C=O